ClC=1C(=NC=C(C1)C(F)(F)F)CCNC(C1=C(C=CC=C1)C(F)(F)F)=O N-(2-(3-chloro-5-(trifluoromethyl)pyridin-2-yl)ethyl)-2-(trifluoromethyl)benzamide